C(C)(C)(C)C1=CC=C(C=C1)C=1C(=CC=C(C1)C(C)(C)C)N 4',5-di-tert-butyl-[1,1'-biphenyl]-2-amine